Tert-Butyl 6-Benzyl-1-Oxo-2,6,9-Triazaspiro[4.5]decane-9-Carboxylate C(C1=CC=CC=C1)N1C2(CCNC2=O)CN(CC1)C(=O)OC(C)(C)C